C1[C@H](C([C@@H](CC1(C(=O)O)O)O)O)O (1S,3R,4S,5R)-1,3,4,5-tetrahydroxycyclohexane-1-carboxylic acid